N-(4-triethoxysilyl-butyl)-[1,3,5]triazine-2,4,6-triamine C(C)O[Si](CCCCNC1=NC(=NC(=N1)N)N)(OCC)OCC